NC1=NNC2=C1C(=NC=C2C2=NC=C(C=C2)C2CCN(CC2)C2CN(C2)C)C2=CC=C(CNC(C1=C(C=CC(=C1)F)OC)=O)C=C2 N-(4-(3-amino-7-(5-(1-(1-methylazetidin-3-yl)piperidin-4-yl)pyridin-2-yl)-1H-pyrazolo[4,3-c]pyridin-4-yl)benzyl)-5-fluoro-2-methoxybenzamide